2-HYDROXYBUTYRATE OC(C(=O)[O-])CC